7-(6-chloro-5-methylpyridin-2-yl)-2-(2,5-dimethyl-1H-pyrrol-1-yl)-[1,2,4]triazolo[1,5-a]pyridine ClC1=C(C=CC(=N1)C1=CC=2N(C=C1)N=C(N2)N2C(=CC=C2C)C)C